O=C1NC2=CC=C(C=C2C=C1)C(=O)O 2-Oxo-1H-quinoline-6-carboxylic acid